C(C1=CC=CC=C1)NC(=O)C=1N(C(N2C1CN(CC2)C(C2=CC(=C(C=C2)Br)Cl)=O)=O)C2=CC=C(C=C2)N2C(CCC2)=O N-benzyl-7-(4-bromo-3-chloro-benzoyl)-3-oxo-2-[4-(2-oxopyrrolidin-1-yl)phenyl]-6,8-dihydro-5H-imidazo[1,5-a]pyrazine-1-carboxamide